(2r,3s)-2-amino-3-hydroxybutyramide hydrochloride Cl.N[C@@H](C(=O)N)[C@H](C)O